OC1=C(C=C(C=C1)S(=O)(=O)N)C(F)(F)F 4-hydroxy-3-(trifluoromethyl)benzenesulfonamide